BrC=1C(=C(C(=NC1)C(F)(F)F)F)S 5-bromo-3-fluoro-2-(trifluoromethyl)pyridine-4-thiol